BrC1=C(C=CC=C1)CCNC(\C=C\C1=CNC2=C(C=CC=C12)OC)=O (E)-N-[2-(2-bromophenyl)ethyl]-3-(7-methoxy-1H-indol-3-yl)prop-2-enamide